1λ2,2,3-triazole [N]1N=NC=C1